C(C)(C)(C)C1=NC2=CC=C(C=C2C12C(N(C1=CC=CC=C21)C)=O)C(C)C 2-(tert-Butyl)-5-isopropyl-1'-methylspiro[indole-3,3'-indolin]-2'-one